C1(CCC(CC1)C(=O)O)C(=O)O.C1(CCC(CC1)CO)CO 1,4-cyclohexane-dimethanol 1,4-cyclohexanedicarboxylate